N1C(=CC=C2C=CC3=CC=4C(=NC3=C12)N=CN4)C(=O)[O-].[Fe+2].N4C(=CC=C1C=CC2=CC=3C(=NC2=C41)N=CN3)C(=O)[O-] iron imidazophenanthrolinecarboxylate